2-(4-isopropylphenyl)oxazole-4-carboxylic acid C(C)(C)C1=CC=C(C=C1)C=1OC=C(N1)C(=O)O